tert-Butyl 4-{[(4R)-4-amino-1-{[1-(4-methoxyphenyl)cyclopentyl]carbonyl}-D-prolyl]amino}-1H-indazole-1-carboxylate N[C@@H]1C[C@@H](N(C1)C(=O)C1(CCCC1)C1=CC=C(C=C1)OC)C(=O)NC1=C2C=NN(C2=CC=C1)C(=O)OC(C)(C)C